ethyl 3-(4-ethoxyphenyl)-2-[(methanesulfonyl)oxy]propanoate C(C)OC1=CC=C(C=C1)CC(C(=O)OCC)OS(=O)(=O)C